2-[4-[(E)-3-[4-(2-Anilino-2-oxoethoxy)-3-ethoxyphenyl]prop-2-enoyl]phenoxy]acetic acid N(C1=CC=CC=C1)C(COC1=C(C=C(C=C1)/C=C/C(=O)C1=CC=C(OCC(=O)O)C=C1)OCC)=O